(5S)-3-(5-{[2-chloro-6-(trifluoromethyl)phenyl]methoxy}pyridin-2-yl)-5-(hydroxymethyl)-1,3-oxazolidin-2-one ClC1=C(C(=CC=C1)C(F)(F)F)COC=1C=CC(=NC1)N1C(O[C@@H](C1)CO)=O